4-(pentafluoro-λ6-sulfaneyl)benzaldehyde FS(C1=CC=C(C=O)C=C1)(F)(F)(F)F